FC(OC1=CN=CC(=N1)NC1=C(C=NC(=C1)NC(C)=O)C1=NC=C(C=C1)COC)F N-(4'-((6-(difluoromethoxy)pyrazin-2-yl)amino)-5-(methoxymethyl)-[2,3'-bipyridin]-6'-yl)acetamide